C1CC12CN(CC2)C(C)C2=CC1=C(NC(=N1)C1=CC(=CC=C1)C1(COC1)CC1=NN=CN1C)C(=C2)C(F)(F)F 5-(1-(5-Azaspiro[2.4]heptan-5-yl)ethyl)-2-(3-(3-((4-methyl-4H-1,2,4-triazol-3-yl)methyl)oxetan-3-yl)phenyl)-7-(trifluoromethyl)-1H-benzo[d]imidazole